FC1=C(NC=2C3=C(N=CN2)C=C(C(=N3)N3[C@@H]2CN([C@H](C3)C2)C(=O)OC(C)(C)C)F)C=CC(=C1F)OC[C@H]1COCC1 tert-Butyl (1S,4S)-5-[4-[2,3-difluoro-4-[[(3R)-tetrahydrofuran-3-yl]methoxy]anilino]-7-fluoro-pyrido[3,2-d]pyrimidin-6-yl]-2,5-diazabicyclo[2.2.1]heptane-2-carboxylate